COC=1C=C2C(=NC(=NC2=CC1OC)C)NC(C)C=1SC(=CC1)C1=C(C=CC=C1)CNCC(F)(F)F 6,7-dimethoxy-2-methyl-N-{1-[5-(2-{1-[(2,2,2-trifluoroethyl)amino]methyl}phenyl)thiophen-2-yl]ethyl}quinazolin-4-amine